3-[3-(methoxymethyl)-4-phenoxyphenyl]-1-(3-methylphenyl)urea COCC=1C=C(C=CC1OC1=CC=CC=C1)NC(NC1=CC(=CC=C1)C)=O